C(C)(C)(C)OC(=O)N1C2CN(CC1CC2)C2=C(C(=CC=C2)F)NC(=O)N2CCC(CC2)C2=CC=C(C=C2)C 3-(3-fluoro-2-{[4-(4-methylphenyl)piperidine-1-carbonyl]amino}phenyl)-3,8-diazabicyclo[3.2.1]octane-8-carboxylic acid tert-butyl ester